N[C@@H](CCC)C(=O)O |r| dl-norvaline